2-(3,7-dimethylocta-2,6-dien-1-yl)-4-((4-methylpiperazin-1-yl)sulfonyl)-5-pentylbenzene-1,3-diol CC(=CCC1=C(C=C(C(=C1O)S(=O)(=O)N1CCN(CC1)C)CCCCC)O)CCC=C(C)C